C(C1=CC=CC=C1)OC=1C=C2CCNC(C2=CC1OC)\C=C\C1=CN(C2=NC=C(C=C21)OC)C 6-(benzyloxy)-7-methoxy-1-[(E)-2-(5-methoxy-1-methyl-1H-pyrrolo[2,3-b]pyridin-3-yl)ethenyl]-1,2,3,4-tetrahydroisoquinoline